2-(2-methyl-5-nitrophenyl)-5-(trimethylsilyl)-2H-tetrazole CC1=C(C=C(C=C1)[N+](=O)[O-])N1N=C(N=N1)[Si](C)(C)C